ClC1=CC2=C(N(C(N2C)=O)C2=NC(=NC=C2)NC2=C(C=C(C(=C2)[N+](=O)[O-])N(C)CCN(C)C)OC)C=C1 5-Chloro-1-(2-(4-((2-(dimethylamino)ethyl)(methyl)amino)-2-methoxy-5-nitrophenylamino)pyrimidin-4-yl)-3-methyl-1H-benzo[d]imidazol-2(3H)-one